CC(C)(C1=NOC(=N1)C)NC(=O)[C@H]1CN(CC[C@@H]1NC(=O)C1=NOC(=C1)C1=C(C=C(C=C1)F)F)C1CCCC1 (3S,4S)-1-cyclopentyl-4-{[5-(2,4-difluoro-phenyl)-isoxazole-3-carbonyl]-amino}-piperidine-3-carboxylic acid [1-methyl-1-(5-methyl-[1,2,4]oxadiazol-3-yl)-ethyl]-amide